NC1=C2N=CN(C2=NC(=N1)F)C1C[C@@H]([C@@](O1)(C#C)CO[Si](C)(C)C(C)(C)C)O (2R,3S)-5-(6-amino-2-fluoro-9H-purin-9-yl)-2-(((tert-butyldimethylsilyl)oxy)methyl)-2-ethynyltetrahydrofuran-3-ol